C1=CC=C(C=C1)C2=C(C(=NC=C2)C3=CC=CC=N3)C4=CC=CC=N4 4'-phenyl-terpyridine